(3S,4S)-1-(4-(((S)-1-pentadecanoylpiperidin-3-yl)carbamoyl)benzoyl)-N3,N4-bis((1S,2R)-2-phenylcyclopropyl)pyrrolidine-3,4-dicarboxamide C(CCCCCCCCCCCCCC)(=O)N1C[C@H](CCC1)NC(=O)C1=CC=C(C(=O)N2C[C@H]([C@@H](C2)C(=O)N[C@@H]2[C@H](C2)C2=CC=CC=C2)C(=O)N[C@@H]2[C@H](C2)C2=CC=CC=C2)C=C1